FC1=C(C(=CC=C1)C)N1CC(C1)OS(=O)(=O)C1=CC=C(C)C=C1 Toluene-4-sulfonic acid 1-(2-fluoro-6-methylphenyl)-azetidin-3-yl ester